(4Z,8E)-Dodeca-4,8,11-trien-1-ol-13C [13CH2](CC\C=C/CC\C=C\CC=C)O